FC1=C2C(=NC=NC2=CC=C1)NC1CCN(CC1)C1=NC=CC=N1 5-fluoro-N-(1-(pyrimidin-2-yl)piperidin-4-yl)quinazolin-4-amine